C(C1=CC=CC=C1)OCC1=NN(C(N1CC)=O)C=1C=C2C(=CC(=NC2=CC1F)O)C(C)C (Benzyloxylmethyl)-4-ethyl-1-(7-fluoro-2-hydroxy-4-isopropylquinolin-6-yl)-1H-1,2,4-triazol-5(4H)-one